FC=1C=C(C=C(C1)F)[C@@H]1CC=NN1C(=O)N1CC(C1)OC1=CC(=NC=C1F)C1=C(N=C(S1)C(=O)N)C (S)-5-(4-((1-(5-(3,5-difluorophenyl)-4,5-dihydro-1H-pyrazole-1-carbonyl)azetidin-3-yl)oxy)-5-fluoropyridin-2-yl)-4-methylthiazole-2-carboxamide